C(C)OC(C(CC(C)C)C(NCNC(=O)OCC1=CC=CC=C1)=O)=O 2-((benzyloxycarbonylamino)methylcarbamoyl)-4-methylpentanoic acid ethyl ester